FC1=C(C(=O)N([C@H]2CNCCC2)C=2N=CC3=CC=CC=C3C2)C=CC(=C1)C1=C2C=CN=CC2=CC=C1 (R)-2-fluoro-N-(isoquinolin-3-yl)-4-(isoquinolin-5-yl)-N-(piperidin-3-yl)benzamide